copper (II) azatert-butyl 4-((1-(5-(3-cyano-6-ethoxypyrazolo[1,5-a]pyridin-4-yl)pyridin-2-yl)-4-(isobutylcarbamoyl)piperidin-4-yl)methyl)-2,2-dimethylpiperazine-1-carboxylate C(#N)C=1C=NN2C1C(=CC(=C2)OCC)C=2C=CC(=NC2)N2CCC(CC2)(C(NCC(C)C)=O)CN2CC(N(CC2)C(=O)OCN(C)C)(C)C.[Cu+2]